({(1S)-1-cyano-2-[4-(3,7-dimethyl-2-oxo-2,3-dihydro-1,3-benzoxazol-5-yl)phenyl]ethyl}carbamoyl)-1,4-oxazepane-4-carboxylate C(#N)[C@H](CC1=CC=C(C=C1)C=1C=C(C2=C(N(C(O2)=O)C)C1)C)NC(=O)OC(=O)N1CCOCCC1